CN(C(C=CCN1C[C@H](CC1)OC1=CC=C(C=C1)\C\1=C(\CCCC2=C1C=CC(=C2)C(=O)O)/C2=CC=CC=C2)=O)C (S,E)-9-(4-((1-(4-(dimethylamino)-4-oxobut-2-en-1-yl)pyrrolidin-3-yl)oxy)phenyl)-8-phenyl-6,7-dihydro-5H-benzo[7]annulene-3-carboxylic acid